NC=1C(=C(C(=C2C(OC(C12)=O)C1N(CCC2=CC3=C(C(=C12)OC)OCO3)C)OCC)OCC)OCC 1-(7-amino-4,5,6-triethoxy-1-oxo-1,3-dihydro-3-isobenzofuranyl)-8-methoxy-2-methyl-6,7-methylenedioxy-1,2,3,4-tetrahydroisoquinoline